3-Methyl-1-vinylimidazolium methylsulfat COS(=O)(=O)[O-].C[N+]1=CN(C=C1)C=C